2-(8-bromo-6-methoxy-2-methylquinolin-4-yl)-5-(1-methyl-3-(trifluoromethyl)-1H-pyrazol-4-yl)-3,4-dihydroisoquinolin-1(2H)-one BrC=1C=C(C=C2C(=CC(=NC12)C)N1C(C2=CC=CC(=C2CC1)C=1C(=NN(C1)C)C(F)(F)F)=O)OC